FC1=CC=C(C=C1)[C@H](C)NC1=NC(=CC(=N1)NC1=NC=CN=C1)C1=CN=CS1 (S)-N2-[1-(4-fluorophenyl)ethyl]-N4-(pyrazin-2-yl)-6-(thiazol-5-yl)pyrimidine-2,4-diamine